1-N'-(4-Fluorophenyl)-1-N'-methyl-1-N-[4-[7-(1-methylpyrazol-4-yl)quinolin-4-yl]oxyphenyl]cyclopropane-1,1-dicarboxamide FC1=CC=C(C=C1)N(C(=O)C1(CC1)C(=O)NC1=CC=C(C=C1)OC1=CC=NC2=CC(=CC=C12)C=1C=NN(C1)C)C